(3-bromo-1H-pyrazolo[4,3-c]pyridin-6-yl)(1,4-oxazepan-4-yl)methanone BrC1=NNC2=C1C=NC(=C2)C(=O)N2CCOCCC2